OCC1=C(OC=C1)C#N hydroxymethylfurane-carbonitrile